FC=1C=C(C=C(C1)F)C1CC=NN1C(=O)C1CCN(C2(CC2)C1)C1=CC(=NC=N1)C(=O)N 6-(7-(5-(3,5-difluorophenyl)-4,5-dihydro-1H-pyrazole-1-carbonyl)-4-aza-spiro[2.5]oct-4-yl)pyrimidine-4-carboxamide